C(CC(O)(C(=O)[O-])CC(=O)[O-])(=O)[O-].[Zn+2].[Bi+3] bismuth(III) zinc(II) citrate